FC=1C=CC(=C2CC[C@@H](C12)O)C1=C(C=C(C=C1C)OCCC(C)(C)O)C (S)-7-fluoro-4-[4-(3-hydroxy-3-methyl-butyloxy)-2,6-dimethyl-phenyl]Indan-1-ol